tert-butyl 3-[4-[(3-chloro-5-fluoro-phenyl)methylamino]phenyl]azetidine-1-carboxylate ClC=1C=C(C=C(C1)F)CNC1=CC=C(C=C1)C1CN(C1)C(=O)OC(C)(C)C